anti-Citrulline N[C@@H](CCCNC(=O)N)C(=O)O